C1C(CC12CCC2)NC(=O)NCC2=NC(=NC=C2)O[C@@H](C(F)(F)F)C 1-spiro[3.3]hept-2-yl-3-[2-((R)-2,2,2-trifluoro-1-methyl-ethoxy)-pyrimidin-4-ylmethyl]-urea